C(C1=CC=CC=C1)OC=1C=C2CCNC(C2=CC1OC)\C=C\C1=C(C=C(C(=C1)OCC=1C=NC=C(C1)OC)OC)C 6-(benzyloxy)-7-methoxy-1-[(E)-2-{4-methoxy-5-[(5-methoxypyridin-3-yl)methoxy]-2-methylphenyl}ethenyl]-1,2,3,4-tetrahydroisoquinoline